tert-Butyl 4-((2S)-2-(4-fluorophenyl)-5-hydroxypyrrolidine-1-carbonyl)-4-hydroxypiperidine-1-carboxylate FC1=CC=C(C=C1)[C@H]1N(C(CC1)O)C(=O)C1(CCN(CC1)C(=O)OC(C)(C)C)O